FC=1C(=CC=2C3=C(NC(C2C1)=O)COCC3N(C(=O)C3=NN1C(C=CC=C1)=C3)C)F N-(8,9-difluoro-6-oxo-1,4,5,6-tetrahydro-2H-pyrano[3,4-c]isoquinolin-1-yl)-N-methylpyrazolo[1,5-a]pyridine-2-carboxamide